4,4'-dimethyl-2,3,3'-trinitro-1,1'-biphenyl CC1=C(C(=C(C=C1)C1=CC(=C(C=C1)C)[N+](=O)[O-])[N+](=O)[O-])[N+](=O)[O-]